trans-non-4-ene CCC\C=C\CCCC